C(C(C)C)OC(=O)NCC1=C(N=NN1C)C1=CC=C(C=N1)O[C@@H]1C[C@H](CCC1)C(=O)O (1S,3S)-3-((6-(5-(((isobutoxy-carbonyl)amino)methyl)-1-methyl-1H-1,2,3-triazol-4-yl)pyridin-3-yl)oxy)cyclohexane-1-carboxylic acid